(S)-9-(5-Cyclopropyl-[1,2,4]oxadiazol-3-yl-methyl)-3-fluoro-2-((R)-3-methyl-morpholin-4-yl)-8-trifluoromethyl-6,7,8,9-tetrahydro-pyrimido[1,2-a]-pyrimidin-4-one C1(CC1)C1=NC(=NO1)CN1[C@@H](CCN2C1=NC(=C(C2=O)F)N2[C@@H](COCC2)C)C(F)(F)F